5-(morpholin-4-yl)-2H-pyrazolo[3,4-b]pyridin N1(CCOCC1)C1=CC=2C(N=C1)=NNC2